C(#N)[C@H](C[C@@H]1C(NCCC1)=O)NC(=O)[C@H]1N([C@@H]2CC([C@H]1CC2)(F)F)C([C@H](CC(C)C)NC(C(F)(F)F)=O)=O (1S,3S,4S)-N-[(1S)-1-cyano-2-[(3R)-2-oxo-3-piperidyl]ethyl]-5,5-difluoro-2-[(2S)-4-methyl-2-[(2,2,2-trifluoroacetyl)amino]pentanoyl]-2-azabicyclo[2.2.2]octane-3-carboxamide